COC=1C(=CC(=C(C1)N1CCN(CC1)C)C)[N+](=O)[O-] 1-(5-methoxy-2-methyl-4-nitrophenyl)-4-methylpiperazine